FC1(CCC(CC1)CC(C(=O)O)=O)F 3-(4,4-difluorocyclohexyl)-2-oxopropionic acid